3-(pyrrolidin-1-yl)propionic acid N1(CCCC1)CCC(=O)O